ClC1=C(N2CCCC2=C1C(=O)O)C(C(N[C@H](C(F)(F)F)C)=O)=O (S)-6-chloro-5-(2-oxo-2-((1,1,1-trifluoroprop-2-yl)amino)acetyl)-2,3-dihydro-1H-pyrrolizine-7-carboxylic acid